BrCC1=CC(=NC=C1)NC([C@H](C1CCC(CC1)C)NC(OC(C)(C)C)=O)=O Tert-butyl ((S)-2-((4-(bromomethyl)pyridin-2-yl)amino)-1-((1r,4S)-4-methylcyclohexyl)-2-oxoethyl)carbamate